NC1=NC=NN2C1=C(C=C2C=2C=CC(=C(C(=O)N[C@@H]1CN(C[C@@H]1F)C(C1=C(C=CC=C1)F)=O)C2)C)C(F)(F)F 5-[4-amino-5-(trifluoromethyl)pyrrolo[2,1-f][1,2,4]triazin-7-yl]-N-[(3R,4S)-4-fluoro-1-(2-fluorobenzoyl)pyrrolidin-3-yl]-2-methylbenzamide